ethylidenebis(N-vinylpyrrolidone) C(C)(C1C(N(CC1)C=C)=O)C1C(N(CC1)C=C)=O